N-{6-[(3-cyclopropyl-1H-pyrazol-5-yl)amino]-5-methoxy-1,2-benzoxazol-3-yl}-4-(6,6-dimethyl-1,4-dioxan-2-yl)-2,6-dimethoxybenzene-1-sulfonamide C1(CC1)C1=NNC(=C1)NC1=CC2=C(C(=NO2)NS(=O)(=O)C2=C(C=C(C=C2OC)C2OC(COC2)(C)C)OC)C=C1OC